F\C(=C/C1=CC=C(C=C1)C)\C1CCOCC1 (Z)-4-(1-fluoro-2-(p-tolyl)vinyl)tetrahydro-2H-pyran